3,9-dimethyl-3,9-dihydro-2H-purin-2-one CN1C(N=CC=2N=CN(C12)C)=O